CC1CC(CC1)N 3-methylcyclopentylamine